C1C=COS1=O oxathiolone